CC1=NC(=CC2=C1N=C(O2)N)C 4,6-dimethyloxazolo[4,5-c]pyridin-2-amine